(+/-)-(1S,3S)-3-((2-(4-(((cyclopentyl(methyl)carbamoyl)oxy)methyl)-3-methylisoxazol-5-yl)-4-methylpyrimidin-5-yl)oxymethyl)cyclohexane-1-carboxylic acid C1(CCCC1)N(C(=O)OCC=1C(=NOC1C1=NC=C(C(=N1)C)OC[C@@H]1C[C@H](CCC1)C(=O)O)C)C |r|